ClC1=CC(=CC2=C1S(C(=C2)C)(=O)=O)C=2C=1N(C(=NC2)NCC2=C(C=CC3=C2CCO3)F)C=NN1 7-chloro-5-(5-(((5-fluoro-2,3-dihydrobenzofuran-4-yl)methyl)amino)-[1,2,4]triazolo[4,3-c]pyrimidin-8-yl)-2-methylbenzo[b]thiophene-1,1-dioxide